1-(4-aminopyrimidin-2-yl)-3,3-difluoro-5,5-dimethylpiperidin-4-ol NC1=NC(=NC=C1)N1CC(C(C(C1)(C)C)O)(F)F